7-bromo-4-methoxypyrazolo[1,5-a]pyridine BrC1=CC=C(C=2N1N=CC2)OC